CN1N=C(C(=C1OC1=CC=CC=C1)\C=N\OCOC(C1=CC=CC=C1)=O)C.BrCC1=CC=C(C=C1)N1N=NC(=C1)C(F)(F)F 1-[4-(bromomethyl)phenyl]-4-(trifluoromethyl)triazole [(E-(1,3-dimethyl-5-phenoxypyrazol-4-yl)methylideneamino)oxymethyl]benzoate